[Li+].C1(CCC1)NC1=NC(=CC(=C1)C(=O)[O-])N1CCN(CC1)C 2-(cyclobutylamino)-6-(4-methylpiperazin-1-yl)pyridine-4-carboxylic acid lithium salt